[Pb+4].[Pb+2] lead-lead(IV)